Silver Iododichromate [Cr](=O)(=O)(O[Cr](=O)(=O)[O-])I.[Ag+]